COS(=O)(=O)[O-].C(CCCCCCCCCCCCCCC)(=O)CC(C[N+](C)(C)CC(CC(CCCCCCCCCCCCCCC)=O)O)O N,N-bis-(palmitoyl-2-hydroxypropyl)-N,N-dimethylammonium methylsulfate